FC1=CC=C(C=C1)C1=NN2C(CN(CC2)S(=O)(=O)C)=C1C1=CC=NC=C1 4-(2-(4-fluorophenyl)-5-(methylsulfonyl)-4,5,6,7-tetrahydropyrazolo[1,5-a]pyrazin-3-yl)pyridine